COC(=O)C=1N=NNC1OC1=CC=C(C=C1)C1=CC=C(C=C1)C1CCC(CC1)(F)F 5-{[4'-(4,4-difluorocyclohexyl)-[1,1'-biphenyl]-4-yl]oxy}-1H-1,2,3-triazole-4-carboxylic acid methyl ester